C[C@@H]1N(CC[C@]2(C1)OCCC1=C2SC(=C1)C(C(F)F)(F)F)CC=1C=NN(C1)CCS(=O)(=O)C (2'S,7R)-2'-methyl-1'-[[1-(2-methylsulfonylethyl)pyrazol-4-yl]methyl]-2-(1,1,2,2-tetrafluoroethyl)spiro[4,5-dihydrothieno[2,3-c]pyran-7,4'-piperidine]